NC1=NC(N(C2=CC(=CC=C12)C(F)(F)F)C=1C(=C(C#N)C=CC1)C)=O 3-(4-amino-2-oxo-7-(trifluoromethyl)quinazolin-1(2H)-yl)-2-methylbenzonitrile